ClC1=NN2C(N=CC(=C2[C@H](C)OC)NC(NC2=CC(=C(C(=O)NOC)C(=C2)F)F)=O)=C1 (S)-4-(3-(2-chloro-7-(1-methoxyethyl)pyrazolo[1,5-a]pyrimidin-6-yl)ureido)-2,6-difluoro-N-methoxybenzamide